N-phenyl-N-[4-(9-phenyl-9H-carbazole-3-yl)phenyl]-9,9'-spirobi[9H-Fluoren]-2-amine C1(=CC=CC=C1)N(C1=CC=2C3(C4=CC=CC=C4C2C=C1)C1=CC=CC=C1C=1C=CC=CC13)C1=CC=C(C=C1)C=1C=CC=3N(C2=CC=CC=C2C3C1)C1=CC=CC=C1